COC1=C(CS(=O)(=O)C2=NC=3N(C(N(C(C3N2C)=O)C)=O)C)C=C(C=C1)OC 8-((2,5-dimethoxybenzyl)sulfonyl)-1,3,7-trimethyl-1H-purine-2,6(3H,7H)-dione